5-((1R,3r,5S)-(3-((5-cyclopropyl-3-(2-(trifluoromethoxy)phenyl)isoxazol-4-yl)methoxy)-8-azabicyclo[3.2.1]octan-8-yl)-1,3,4-oxadiazol-2-yl)thiophene-2-carboxylic acid C1(CC1)C1=C(C(=NO1)C1=C(C=CC=C1)OC(F)(F)F)COC1C[C@H]2CC[C@@H](C1)N2C2=NN=C(O2)C2=CC=C(S2)C(=O)O